e-caprolactone C1CCC(=O)OCC1